ClC=1C=C(C=C2C(=C(C=NC12)C#N)NCC(C)(C)C)N[C@H](C=1N=NN(C1)C1(CC1)C(F)(F)F)C1=C(C(=NC=C1)Cl)C (S)-8-chloro-6-(((2-chloro-3-methylpyridin-4-yl)(1-(1-(trifluoromethyl)cyclopropyl)-1H-1,2,3-triazol-4-yl)methyl)amino)-4-(neopentylamino)quinoline-3-carbonitrile